ClC1=C(OC2=CC(=C(C=C2C2=CN(C=3C(NC=CC32)=O)C)N3C(CCC3=O)=O)C)C=CC(=C1)OC (4-(2-chloro-4-methoxyphenoxy)-2-methyl-5-(1-methyl-7-oxo-6,7-dihydro-1H-pyrrolo[2,3-c]pyridin-3-yl)phenyl)pyrrolidine-2,5-dione